C(C)(=O)OCC(COC(C)=O)OCOC(C)=O 1,3-diacetoxy-2-acetoxymethoxypropane